[Ni+2].C(=O)[O-].FC(C(C(OCC(F)(F)F)(F)F)(OC1=C(C(=C(C(=C1F)F)F)F)F)F)(F)F.C(=O)[O-] hexafluoro-2-(pentafluorophenoxy)-1-(trifluoroethyloxy)propane format nickel